3-ethyl-4-(trifluoromethyl)-1H-pyridin-2-one C(C)C=1C(NC=CC1C(F)(F)F)=O